1-(2-fluoroethyl)-N-[3-fluoro-4-[(7-methoxy-1,5-naphthyridin-4-yl)oxy]phenyl]-6-methyl-5-(4-methylthiophen-2-yl)-4-oxopyridine-3-carboxamide FCCN1C=C(C(C(=C1C)C=1SC=C(C1)C)=O)C(=O)NC1=CC(=C(C=C1)OC1=CC=NC2=CC(=CN=C12)OC)F